C(C)(C)(C)OC(=O)N1C(CCC1)C1=CC=C(C=C1)B1OC(C(O1)(C)C)(C)C.C1(=CC=CC2=CC=CC=C12)C1=C(OC2=C1C=CC=C2)CC(F)(F)F 3-(1-naphthyl)-2-(2,2,2-trifluoroethyl)benzofuran tert-butyl-2-(4-(4,4,5,5-tetramethyl-1,3,2-dioxaborolan-2-yl)phenyl)pyrrolidine-1-carboxylate